ClCCCC(=O)NC1=NN2C=3C=NC(=C(C3C(=N[C@H](C2=N1)C)C1=C(C=CC=C1F)F)Cl)C(F)(F)F 4-chloro-N-[(7S)-11-chloro-9-(2,6-difluorophenyl)-7-methyl-12-(trifluoromethyl)-2,3,5,8,13-pentaazatricyclo[8.4.0.02,6]tetradeca-1(10),3,5,8,11,13-hexaen-4-yl]butanamide